BrC1=C2C(=NNC2=CC=C1)N1C[C@H](O[C@H](C1)C)C 4-bromo-3-[(2R,6S)-2,6-dimethylmorpholin-4-yl]-1H-indazole